ClC1=NC(=NC(=C1C)Cl)N (4,6-dichloro-5-methyl-pyrimidin-2-yl)amine